L-methionyl-N1-[2-(2,5-dioxo-2,5-dihydro-1H-pyrrol-1-yl)ethyl]-L-isoleucinamide monohydrochloride Cl.N[C@@H](CCSC)C(=O)N[C@@H]([C@@H](C)CC)C(=O)NCCN1C(C=CC1=O)=O